2-[1-[6-Methyl-2-(1-methylindazol-4-yl)-4-oxo-chromen-8-yl]ethylamino]benzoic acid CC=1C=C2C(C=C(OC2=C(C1)C(C)NC1=C(C(=O)O)C=CC=C1)C1=C2C=NN(C2=CC=C1)C)=O